ClC1=CC2=C(N=C(OC2=O)C)C(=C1)C 6-chloro-2,8-dimethyl-4H-benzo[d][1,3]oxazine-4-one